ClC1=CC=C(C=C1)[C@@H](CCNC(=O)C1=C(C=C(S1)C1=CC=C2C(=NNC2=C1)C(=O)NC)C)O (R)-6-(5-((3-(4-chlorophenyl)-3-hydroxypropyl)carbamoyl)-4-methylthiophen-2-yl)-N-methyl-1H-indazole-3-carboxamide